(S)-2-Amino-3-(1H-indol-3-yl)propyl-7-(2-(4-fluoro-3-methylphenyl)pyridin-3-yl)imidazo[1,5-a]pyridin-3-carboxylat N[C@H](COC(=O)C1=NC=C2N1C=CC(=C2)C=2C(=NC=CC2)C2=CC(=C(C=C2)F)C)CC2=CNC1=CC=CC=C21